(R)-8-benzyl-4-(cyclohexylmethyl)-6,6a,7,8,9,10-hexahydro-5H-pyrazino[1,2-a][1,7]naphthyridine C(C1=CC=CC=C1)N1C[C@@H]2N(C=3C=NC=C(C3CC2)CC2CCCCC2)CC1